2-(5-acryloyl-2-(4-fluorophenyl)-3-(pyridin-4-yl)-4,5,6,7-tetrahydropyrazolo[1,5-a]pyrazin-7-yl)acetamide C(C=C)(=O)N1CC=2N(C(C1)CC(=O)N)N=C(C2C2=CC=NC=C2)C2=CC=C(C=C2)F